FC1=C(NC=2C3=C(N=CN2)C=CC(=N3)N3CCN(CC3)C(C=C)=O)C=C(C(=C1)OC1=CC3=C(N(N=N3)C)C=C1)C 1-[4-[4-[2-fluoro-5-methyl-4-(1-methylbenzotriazol-5-yl)oxy-anilino]pyrido[3,2-d]pyrimidin-6-yl]piperazin-1-yl]prop-2-en-1-one